[Fe].[Cu].[Al] aluminum-copper-iron